2-[6-[(4aS,8aR)-6-methyl-3,4a,5,7,8,8a-hexahydro-2H-pyrido[4,3-b][1,4]oxazin-4-yl]-4-(difluoromethyl)pyridazin-3-yl]-5-(trifluoromethyl)phenol CN1C[C@H]2[C@H](OCCN2C2=CC(=C(N=N2)C2=C(C=C(C=C2)C(F)(F)F)O)C(F)F)CC1